F[B-](F)(F)F.C1(=CC=CC=C1)C1=[O+]C(=CC(=C1)C1=CC=CC=C1)C1=CC=CC=C1 2,4,6-triphenyl-pyrylium tetrafluoroborate